3-(5-(7-(((naphthalen-1-ylmethyl)amino)methyl)imidazo[1,5-a]pyridin-5-yl)-1-oxoisoindolin-2-yl)piperidine-2,6-dione C1(=CC=CC2=CC=CC=C12)CNCC1=CC=2N(C(=C1)C=1C=C3CN(C(C3=CC1)=O)C1C(NC(CC1)=O)=O)C=NC2